CC1=C(OC2=C(C=C(C=C2C1=O)C)[C@@H](C)NC1=C(C#N)C=CC=C1)C=1C=NC=CC1 2-[[(1R)-1-[3,6-Dimethyl-4-oxo-2-(3-pyridyl)chromen-8-yl]ethyl]amino]benzonitrile